3-amino-4-(5-methyl-1H-indazol-4-yl)-6-(2-(methylsulfonyl)pyrimidin-4-yl)pyridinecarboxamide NC=1C(=NC(=CC1C1=C2C=NNC2=CC=C1C)C1=NC(=NC=C1)S(=O)(=O)C)C(=O)N